C=CCCCCCCCCCCCCCCCCCN methyleneoctadecylamine